8-((3S,5R)-4-acryloyl-3,5-dimethylpiperazin-1-yl)-3-((dimethylamino)methyl)-11-(4-fluorophenyl)-10-(trifluoromethyl)-3,4-dihydro-[1,4]thiazepino[2,3,4-ij]quinazolin-6(2H)-one C(C=C)(=O)N1[C@H](CN(C[C@H]1C)C1=NC(N2C3=C(C(=C(C=C13)C(F)(F)F)C1=CC=C(C=C1)F)SCC(C2)CN(C)C)=O)C